N-(3-{4-hydroxy-8-methyl-7-oxo-7H,8H-pyrido[2,3-d]pyrimidin-6-yl}bicyclo[1.1.1]pentan-1-yl)acetamide OC=1C2=C(N=CN1)N(C(C(=C2)C21CC(C2)(C1)NC(C)=O)=O)C